C1=CC=NN(C=C1)C(=O)N Diazepine-2-carboxamide